N-((2-(6-((cis)-2,6-dimethylmorpholino)pyridin-2-yl)-1,6-naphthyridin-7-yl)methyl)-4-methyl-3-morpholinobenzamide C[C@@H]1O[C@@H](CN(C1)C1=CC=CC(=N1)C1=NC2=CC(=NC=C2C=C1)CNC(C1=CC(=C(C=C1)C)N1CCOCC1)=O)C